N-((S)-1-(((R)-3-methyl-1-((R)-4-(methylcarbamoyl)-6-oxo-1,3,2-dioxaborinan-2-yl)butyl)amino)-1-oxo-3-phenylpropan-2-yl)pyrazine-2-carboxamide CC(C[C@@H](B1OC(C[C@@H](O1)C(NC)=O)=O)NC([C@H](CC1=CC=CC=C1)NC(=O)C1=NC=CN=C1)=O)C